zirconium mono-n-butoxyethyl acetoacetate C(CC(=O)C)(=O)OCCOCCCC.[Zr]